(1-acetyl-1,2,3,4-tetrahydroquinolin-7-yl)-6,7-dimethoxy-4-(piperidine-1-carbonyl)isoquinolin-1(2H)-one C(C)(=O)N1CCCC2=CC=C(C=C12)N1C(C2=CC(=C(C=C2C(=C1)C(=O)N1CCCCC1)OC)OC)=O